N-(1-oxo-1,3-dihydro-2-benzofuran-5-yl)-2-phenylacetamide O=C1OCC2=C1C=CC(=C2)NC(CC2=CC=CC=C2)=O